ClC=1C=C(C=C(C1)Cl)NC(=O)C=1C(=CC=2N(C1)C=C(N2)C2CCOCC2)OC N-(3,5-dichlorophenyl)-7-methoxy-2-(tetrahydro-2H-pyran-4-yl)imidazo[1,2-a]pyridine-6-carboxamide